C(C)(C)(C)OC(=O)N1[C@@H](CC(C1)C1CCCC1)C(=O)O (2S)-1-(tert-Butoxycarbonyl)-4-cyclopentylpyrrolidine-2-carboxylic acid